CC=1C=NN(N1)C1=CC=C(C=C1)C(F)(F)F 5-methyl-2-(4-trifluoromethyl-phenyl)-2H-[1,2,3]triazol